2,6-diisopropylphenyl 2-aminoacetate NCC(=O)OC1=C(C=CC=C1C(C)C)C(C)C